C(=CCCC)C1C(CCC1)=O penten-1-yl-cyclopentanone